COC(=O)C1=CC2=CC=C(C=C2C=C1)C1=CC=C(C=C1)OC 6-(4-methoxyphenyl)-2-naphthoic acid methyl ester